C(C)(C)(C)S(=O)(=O)C1(CC1)C(=O)OC methyl 1-(tert-butylsulfonyl)cyclopropane-1-carboxylate